N-(6-(6-(3,5-difluoro-2-((tetrahydrofuran-3-yl)oxy)benzyl)-5-oxo-5,6,7,8-tetrahydro-1,6-naphthyridin-3-yl)imidazo[1,2-b]pyridazin-2-yl)acetamide FC=1C(=C(CN2C(C=3C=C(C=NC3CC2)C=2C=CC=3N(N2)C=C(N3)NC(C)=O)=O)C=C(C1)F)OC1COCC1